5-(4-(trifluoromethyl)phenyl)imidazo[1,2-c]pyrimidine-7-carbonitrile FC(C1=CC=C(C=C1)C1=NC(=CC=2N1C=CN2)C#N)(F)F